{2-[4-({4-[4-(tert-butoxycarbonylamino-methyl)-phenylcarbamoyl]-bicyclo[2.2.2]octane-1-carbonyl}-amino)-phenoxy]-ethyl}-carbamic acid tert-butyl ester C(C)(C)(C)OC(NCCOC1=CC=C(C=C1)NC(=O)C12CCC(CC1)(CC2)C(NC2=CC=C(C=C2)CNC(=O)OC(C)(C)C)=O)=O